C=CC(O)(C)CCC=C(C)C (3S,6R)-trans-linalool